FC=1C(=C(C(=C(C1F)F)F)C1=CC=C(C=C1)O)C(C(C(C(C(C(F)(F)F)(F)F)(F)F)(F)F)(F)F)(F)F p-(perfluorohexylphenyl)phenol